N-(4-chlorophenyl)-5-(1-cyclohexyl-4-(4-fluorophenyl)-1H-imidazol-5-yl)furan-2-carboxamide ClC1=CC=C(C=C1)NC(=O)C=1OC(=CC1)C1=C(N=CN1C1CCCCC1)C1=CC=C(C=C1)F